C(C)(C)(C)OC(C1=CC=CC=C1[N+](=O)[O-])=O 6-nitrobenzoic acid tert-butyl ester